N-(4-(cis-bicyclo[3.1.0]hex-3-yloxy)-3,5-difluorophenyl)-5-ethyl-2-(1,4-oxaazepan-4-yl)oxazole-4-carboxamide C12CC(CC2C1)OC1=C(C=C(C=C1F)NC(=O)C=1N=C(OC1CC)N1CCOCCC1)F